2-[4-(difluoromethoxy)phenyl]ethan-1-ol FC(OC1=CC=C(C=C1)CCO)F